CC=1C(=NC(=NC1)NC1=CC=C(C(=O)NC2=CC=C(C=C2)N2CCN(CC2)C)C=C1)NC1=CC=C(C=C1)N1CCN(CC1)C 4-((5-methyl-4-((4-(4-methylpiperazin-1-yl)phenyl)amino)pyrimidin-2-yl)amino)-N-(4-(4-methylpiperazin-1-yl)phenyl)benzamide